17-amino-N-[2-(2,6-dioxopiperidin-3-yl)-1,3-dioxo-2,3-dihydro-1H-isoindol-4-yl]-3,6,9,12,15-pentaoxaheptadecanamide NCCOCCOCCOCCOCCOCC(=O)NC1=C2C(N(C(C2=CC=C1)=O)C1C(NC(CC1)=O)=O)=O